4-(3-(1,4-dimethyl-1H-pyrazol-5-yl)-7,8-dihydro-1,6-naphthyridin-6(5H)-yl)-6-fluoroquinazoline CN1N=CC(=C1C=1C=NC=2CCN(CC2C1)C1=NC=NC2=CC=C(C=C12)F)C